N-methyl-N-(1-(((R)-1-methylazetidin-2-yl)sulfonyl)piperidine-4-carbonyl)-L-valine CN([C@@H](C(C)C)C(=O)O)C(=O)C1CCN(CC1)S(=O)(=O)[C@H]1N(CC1)C